tris(pentafluorophenyl)-boron FC1=C(C(=C(C(=C1B(C1=C(C(=C(C(=C1F)F)F)F)F)C1=C(C(=C(C(=C1F)F)F)F)F)F)F)F)F